C(N)(OC(C(=NN(C1=CC(=C(C(=C1)Cl)OC=1C=C2C(=CC=NC2=CC1)C)Cl)CC)C#N)=O)=O Ethyl-(2-cyano-2-(2-(3,5-dichloro-4-((4-methylquinolin-6-yl) oxy) phenyl) hydrazono) acetyl) carbamate